ClC1=CC=C(C=C1)C=1CCCN(CC1)C(=O)OC(C)(C)C Tert-Butyl 5-(4-chlorophenyl)-2,3,4,7-tetrahydro-1H-azepine-1-carboxylate